[2-(2,4-dichlorophenyl)cyclobutyl]-2-(trifluoromethyl)pyridine-3-carboxamide ClC1=C(C=CC(=C1)Cl)C1C(CC1)C1=C(C(=NC=C1)C(F)(F)F)C(=O)N